ClC=1C=C(C=CC1OC(F)(F)F)C(C(=O)NCC=1C=C2CN(C(C2=CC1)=O)C1C(NC(CC1)=O)=O)(F)F 2-(3-chloro-4-(trifluoromethoxy)phenyl)-N-((2-(2,6-dioxopiperidin-3-yl)-1-oxoisoindolin-5-yl)methyl)-2,2-difluoroacetamide